harmaline HCl dihydrate O.O.Cl.C1(C)=NCCC=2C3=CC=C(OC)C=C3NC12